1-ethenyl-1H-pyrrole-2,5-dione C(=C)N1C(C=CC1=O)=O